ethyl 2-hydroxy-4-methyl-pentanoate OC(C(=O)OCC)CC(C)C